2-[5-[4-[(3S)-1-(3-fluoropropyl)pyrrolidin-3-yl]oxyphenyl]-2-hydroxy-8,9-dihydro-7H-benzo[7]annulen-6-yl]-5-methoxy-benzonitrile FCCCN1C[C@H](CC1)OC1=CC=C(C=C1)C1=C(CCCC2=C1C=CC(=C2)O)C2=C(C#N)C=C(C=C2)OC